ClC1=CC=C(OCC(=O)N[C@@H]2CC[C@H](CC2)CNC2=NC3=CC=C(C=C3C=C2)Cl)C=C1 trans-2-(4-chlorophenoxy)-N-(4-((6-chloroquinolin-2-ylamino)methyl)cyclohexyl)acetamide